C1=CC=C(C=C1)COC(=O)NC(CO)C(=O)O N-CBZ-DL-serine